tert-butyl (s)-(2-hydroxypropyl)carbamate O[C@H](CNC(OC(C)(C)C)=O)C